F[B-](F)(F)F.C1(=CC=C(C=C1)C1=CC=C(C=C1)[IH+])C (4-p-tolyl)(phenyl)iodonium tetrafluoroborate